ClC1=C(C(=O)NC=2OC(=NN2)C)C=CC(=C1[S@](=O)C)C(F)F |r| 2-chloro-N-(5-methyl-1,3,4-oxadiazol-2-yl)-3-[(rac)-methylsulfinyl]-4-(difluoromethyl)benzamide